FC=1C(=CC(=C(C1)N1CCN(CC1)C(=O)OC(C)(C)C)OC)[N+](=O)[O-] tert-butyl 4-(5-fluoro-2-methoxy-4-nitrophenyl)piperazine-1-carboxylate